Triethoxyvinylsilan C(C)OC(=C(OCC)OCC)[SiH3]